C(CC(=O)[O-])(=O)OC[C@H]1O[C@@H]([C@H]([C@H]([C@@H]1O)O)O)OC1=CC=C(C=C1)N (((2R,3S,4S,5S,6R)-6-(4-aminophenoxy)-3,4,5-trihydroxytetrahydro-2H-pyran-2-yl) methyl) malonate